C[Si](COC)(COC)C(C)(C)C methyl-t-butyl-bis(methoxymethyl)silane